C(CCCCCCCCCCCCCCC)C1(N)CC=CC=C1 1-hexadecyl-aniline